2,2'-Dinitro-4,4'-biphenyldicarboxylic acid [N+](=O)([O-])C1=C(C=CC(=C1)C(=O)O)C1=C(C=C(C=C1)C(=O)O)[N+](=O)[O-]